4-(pentafluoro-sulfanyl)benzenethiol FS(C1=CC=C(C=C1)S)(F)(F)(F)F